OC=1C=C(C=C2C=CC=NC12)B(O)O 8-HYDROXYQUINOLINE-6-BORONIC ACID